4-(4-nitrobenzyloxy)aniline [N+](=O)([O-])C1=CC=C(COC2=CC=C(N)C=C2)C=C1